vinyl-tritert-butyl-peroxysilane Methyl-(1-(6-(3,4-difluorophenyl)-4-(hydroxymethyl)pyridin-3-yl)-3-ethynylpiperidin-3-yl)carbamate CN(C(O)=O)C1(CN(CCC1)C=1C=NC(=CC1CO)C1=CC(=C(C=C1)F)F)C#C.C(=C)OO[Si](C(C)(C)C)(C(C)(C)C)C(C)(C)C